cyclohexylisopropylaminosilane C1(CCCCC1)[SiH2]NC(C)C